FC=1C(=CC=2C3=C(C=NC2C1)N(C(C31CC(C1)C1=CC(=CC=C1)F)=O)C)C=1C=C(C(=NC1)OCCNC(C)C)NS(=O)(=O)C trans-N-(5-(7'-Fluoro-3-(3-fluorophenyl)-3'-methyl-2'-oxo-2',3'-dihydrospiro[cyclobutane-1,1'-pyrrolo[2,3-c]quinolin]-8'-yl)-2-(2-(isopropylamino)ethoxy)pyridin-3-yl)methanesulfonamide